3-((5-bromo-6-fluorobenzo[d]isoxazol-3-yl)amino)propanamide BrC=1C(=CC2=C(C(=NO2)NCCC(=O)N)C1)F